C(C=C)NC(=O)NCN1CCOCC1 N-allyl-N'-(4-morpholinylmethyl)urea